CC[C@@H]([C@H](CCCCCC)O)O (3S,4S)-decan-3,4-diol